7-chloro-3-methyl-2,6-naphthyridine ClC1=NC=C2C=C(N=CC2=C1)C